NCCC1=CC=C(C=C1)C1CC2CCC(C1)N2C(=O)OC(C)(C)C tert-Butyl 3-(4-(2-aminoethyl)phenyl)-8-azabicyclo[3.2.1]octane-8-carboxylate